2-(2'-hydroxy-4'-methacryloyl-chlorophenyl)benzotriazole OC1=C(C=CC(=C1Cl)C(C(=C)C)=O)N1N=C2C(=N1)C=CC=C2